N1C=2[C@H](CCC1)CNC2 (4aR,7aR)-hexahydro-1H-pyrrolo[3,4-b]pyridin